6-(4-(Difluoromethyl)phenyl)-3-(2-methyl-5-(methylsulfonyl)phenyl)imidazo[1,2-a]pyrazin-8-amine trifluoroacetate FC(C(=O)O)(F)F.FC(C1=CC=C(C=C1)C=1N=C(C=2N(C1)C(=CN2)C2=C(C=CC(=C2)S(=O)(=O)C)C)N)F